2-(3-(3,4-dihydro-2H-benzo[b][1,4]dioxepin-7-yl)-6-oxopyridazin-1(6H)-yl)-N-(3-isopropylphenyl)acetamide O1C2=C(OCCC1)C=C(C=C2)C2=NN(C(C=C2)=O)CC(=O)NC2=CC(=CC=C2)C(C)C